8-isopropyl-N-[(8endo)-3-(5-methyl-1,3,4-oxadiazol-2-yl)-3-azabicyclo[3.2.1]octan-8-yl]-5-[(1S)-2,2,2-trifluoro-1-methyl-ethoxy]-[1,2,4]triazolo[1,5-a]pyridin-2-amine C(C)(C)C=1C=2N(C(=CC1)O[C@H](C(F)(F)F)C)N=C(N2)NC2C1CN(CC2CC1)C=1OC(=NN1)C